C(C)NS(=O)(=O)C1=C(C=C2CCN(C2=C1)C(=O)[C@@H]1OC2=C(C1)C=C(C=C2)C2=NC=CC=C2)F (R)-N-ethyl-5-fluoro-1-(5-(pyridin-2-yl)-2,3-dihydrobenzofuran-2-carbonyl)indoline-6-sulfonamide